2-((1R,6S)-6-amino-2,2-difluorocyclohexyl)-3-bromo-N-((E)-but-2-en-1-yl)-5-chlorothieno[3,2-b]pyridin-7-amine trifluoroacetate FC(C(=O)O)(F)F.N[C@H]1CCCC([C@@H]1C1=C(C2=NC(=CC(=C2S1)NC\C=C\C)Cl)Br)(F)F